2-fluoro-3-(1-(4-methoxybenzyl)-1H-imidazol-4-yl)pyridine FC1=NC=CC=C1C=1N=CN(C1)CC1=CC=C(C=C1)OC